5-(propane-2-yl)pyrazine-2-ol CC(C)C=1N=CC(=NC1)O